1-(4,6-dichloropyrimidin-5-yl)propan-2-ol ClC1=NC=NC(=C1CC(C)O)Cl